(R)-4-fluoro-N'-((3-methyl-2-(trifluoromethyl)-6,7-dihydro-5H-cyclopenta[b]pyridin-4-yl)carbamoyl)-1-phenyl-1H-pyrazole-3-sulfonimidamide FC=1C(=NN(C1)C1=CC=CC=C1)[S@@](=O)(N)=NC(NC1=C2C(=NC(=C1C)C(F)(F)F)CCC2)=O